BrC=1C(=CC(=C(C1)NC=1C=2C=CN(C2C=CC1)S(=O)(=O)C1=CC=C(C)C=C1)[N+](=O)[O-])Cl N-(5-bromo-4-chloro-2-nitrophenyl)-1-tosyl-1H-Indole-4-amine